(S)-(5-chloro-6-fluoropyrazolo[1,5-a]pyridin-3-yl)(4-(5-fluorobenzo[d]oxazol-2-yl)-6,7-dihydro-1H-imidazo[4,5-c]pyridin-5(4H)-yl)methanone ClC1=CC=2N(C=C1F)N=CC2C(=O)N2[C@@H](C1=C(CC2)NC=N1)C=1OC2=C(N1)C=C(C=C2)F